2-bromo-5-fluoro-N-{1-[(4-methoxyphenyl)methyl]-4-(2-methylpropyl)pyrazol-3-yl}pyridine-4-carboxamide BrC1=NC=C(C(=C1)C(=O)NC1=NN(C=C1CC(C)C)CC1=CC=C(C=C1)OC)F